3-(tert-butoxycarbonyl)-2-(tert-butyl)-4-(2,2-difluoroethyl)oxazolidine-4-carboxylic acid C(C)(C)(C)OC(=O)N1C(OCC1(C(=O)O)CC(F)F)C(C)(C)C